5-valerolactam C1(CCCCN1)=O